BrC1=C(C=C(NC2=NC=C(C(=N2)NC2C(CCC2)C#N)C)C=C1C(F)(F)F)CO 2-[[2-[4-bromo-3-(hydroxymethyl)-5-(trifluoromethyl)anilino]-5-methyl-pyrimidin-4-yl]amino]cyclopentanecarbonitrile